6'-((6-aminopyrimidin-4-yl)amino)-8'-methyl-2'H-spiro[cyclohexane-1,3'-imidazo[1,5-a]pyridine]-1',5'-dione NC1=CC(=NC=N1)NC1=CC(=C2N(C1=O)C1(NC2=O)CCCCC1)C